HYDROXYMETHYL BUTYRATE C(CCC)(=O)OCO